CC1=C(C(=C(C1([Hf](C1=C(C2=C3CCCC3=CC=C2C1)CCC)(C)C)C)C)C)C Pentamethylcyclopentadienyl-dimethyl-(1-n-propyl-3,6,7,8-tetrahydro-as-indacenyl)hafnium